(1S,3S)-1-(2,6-difluoro-4-(2-(3-(fluoromethyl)azetidin-1-yl)ethoxy)phenyl)-5-fluoro-2-(2-fluoro-2-methylpropyl)-3-methyl-2,3,4,9-tetrahydro-1H-pyrido[3,4-b]indole FC1=C(C(=CC(=C1)OCCN1CC(C1)CF)F)[C@@H]1N([C@H](CC2=C1NC1=CC=CC(=C21)F)C)CC(C)(C)F